((7-chloro-2-methyl-1,2,3,4-tetrahydroisoquinolin-6-yl)amino)-5-((2-(hydroxymethyl)phenyl)amino)-1,2,4-triazine-6-carboxamide ClC1=C(C=C2CCN(CC2=C1)C)NC=1N=NC(=C(N1)NC1=C(C=CC=C1)CO)C(=O)N